1-(3-((6-chloro-8-fluoro-7-(2-fluoro-6-hydroxyphenyl)quinazolin-4-yl)amino)pyrrolidin-1-yl)prop-2-en-1-one ClC=1C=C2C(=NC=NC2=C(C1C1=C(C=CC=C1O)F)F)NC1CN(CC1)C(C=C)=O